FC(C1(CC1)C1=NC(=NO1)CC1CC2(CN(C2)C(=O)OC(C)(C)C)C1)(F)F tert-butyl 6-[[5-[1-(trifluoromethyl)cyclopropyl]-1,2,4-oxadiazol-3-yl]methyl]-2-azaspiro[3.3]heptane-2-carboxylate